(S)-3-(1-hydroxypropan-2-yl)-6-(pyridin-2-yl)-8-(pyridin-3-yl)pyrido[3,4-d]Pyrimidin-4(3H)-one OC[C@H](C)N1C=NC2=C(C1=O)C=C(N=C2C=2C=NC=CC2)C2=NC=CC=C2